ClC1=CC=C(C2=CC=CC=C12)CN1CCC2(CC1)COC1=C3CN(C(C3=CC=C12)=O)C1C(NC(CC1)=O)=O 3-(1'-((4-chloronaphthalen-1-yl)methyl)-6-oxo-6,8-dihydro-2H,7H-spiro[furo[2,3-e]isoindole-3,4'-piperidin]-7-yl)piperidine-2,6-dione